C([C@@H]1[C@H]([C@@H]([C@@H]([C@H](O1)O)NC(=O)CO)O)O)O glycolyl-D-mannosamine